C(C)(=O)[O-].[B+3].[2H-].[Na+] sodium deuteride boron acetate